C(#N)[C@H]1[C@@H](CN(C12CC2)C(=O)[C@@H]2CC[C@H]1N2C([C@H](CCC1)NC(OC(C)(C)C)=O)=O)C=1C=NC=C(C1)OC trans-tert-butyl ((3S,6S,9aS)-3-(7-cyano-6-(5-methoxypyridin-3-yl)-4-azaspiro[2.4]heptane-4-carbonyl)-5-oxooctahydro-1H-pyrrolo[1,2-a]azepin-6-yl)carbamate